FC=1C=C(C=C(C1)F)[C@H]1N(OCC1)C(=O)[C@@H]1CC[C@H](CC1)CN1N=C(C=C1C)C trans-((S)-3-(3,5-difluorophenyl)isoxazolidin-2-yl)(4-((3,5-dimethyl-1H-pyrazol-1-yl)methyl)cyclohexyl)methanone